(Z)-3-benzyl-5-(3-methoxybenzylidene)oxazolidine-2,4-dione C(C1=CC=CC=C1)N1C(O\C(\C1=O)=C/C1=CC(=CC=C1)OC)=O